Ethyl (R)-3-((tert-butoxycarbonyl)amino)-3-(3-fluoro-4-methoxyphenyl)propanoate C(C)(C)(C)OC(=O)N[C@H](CC(=O)OCC)C1=CC(=C(C=C1)OC)F